(3'R)-2-[6-amino-5-(trifluoromethyl)pyridin-3-yl]-N-[1-(1,3-dimethyl-1H-pyrazol-4-yl)ethyl]-6,7-dihydro-1'H-spiro[pyrazolo[5,1-c][1,4]oxazine-4,3'-pyrrolidine]-1'-carboxamide NC1=C(C=C(C=N1)C1=NN2C(=C1)[C@@]1(CN(CC1)C(=O)NC(C)C=1C(=NN(C1)C)C)OCC2)C(F)(F)F